C1(CC1)C([C@@H](C(NC=1C=NN(C1)CC=1N=NN(C1)CC(F)(F)F)=O)NC(=O)C=1N(N=CC1)C(C)C)C1CC1 N-[(1S)-1-(dicyclopropylmethyl)-2-oxo-2-[[1-[[1-(2,2,2-trifluoroethyl)triazol-4-yl]methyl]pyrazol-4-yl]amino]ethyl]-2-isopropyl-pyrazole-3-carboxamide